C1C(CC12OCCO2)COC2=C(CNC(C1=C(N=C(C(=C1)C1=CC=3N(C=C1)N=C(N3)N)C)OC)=O)C=CC=C2 N-(2-(5,8-dioxaspiro[3.4]oct-2-ylmethoxy)benzyl)-5-(2-amino-[1,2,4]triazolo[1,5-a]pyridin-7-yl)-2-methoxy-6-methylnicotinamide